CC1=C(C=CC=C1NC(=O)C1=CC(=C(C=N1)CN1CCC(CC1)C(=O)OC)OC)C1=C(C(=CC=C1)NC(=O)C1=CC(=C(C=N1)CN1CCC(CC1)C(=O)OC)OC)C dimethyl 1,1'-(((((2,2'-dimethyl-[1,1'-biphenyl]-3,3'-diyl)bis(azanediyl))bis(carbonyl))bis(4-methoxypyridine-6,3-diyl)) bis(methylene))bis(piperidine-4-carboxylate)